(S)-N-(2-chloro-6-fluorophenyl)-4-(4-ethyl-5-(hydroxymethyl)-1-methyl-1H-imidazol-2-yl)-5-fluoro-2-((1,1,1-trifluoropropan-2-yl)oxy)benzamide ClC1=C(C(=CC=C1)F)NC(C1=C(C=C(C(=C1)F)C=1N(C(=C(N1)CC)CO)C)O[C@H](C(F)(F)F)C)=O